C(C)(C)(C)OC(=O)N1[C@@H]2[C@@H]([C@@H](C[C@H]1CC2)OC=2N=NC(=CC2)C2=C(C=C(C=C2)N2N=CC=C2)OCOC)F |r| rac-(1s,2s,3r,5r)-2-fluoro-3-(6-(2-(methoxymethoxy)-4-(1H-pyrazol-1-yl)phenyl)pyridazin-3-yloxy)-8-azabicyclo[3.2.1]octane-8-carboxylic acid tert-butyl ester